2'-Hydroxy-4'-(tert-butyldiphenylsiloxy)chalcone OC1=C(C(/C=C/C2=CC=CC=C2)=O)C=CC(=C1)O[Si](C1=CC=CC=C1)(C1=CC=CC=C1)C(C)(C)C